(2S)-N-(2-(2,6-dioxopiperidin-3-yl)-1-oxoisoindolin-5-yl)-4-fluoro-2-((2,2,2-trifluoroethoxy)methyl)indoline-1-carboxamide O=C1NC(CCC1N1C(C2=CC=C(C=C2C1)NC(=O)N1[C@@H](CC2=C(C=CC=C12)F)COCC(F)(F)F)=O)=O